C(C)(C)(C)OC(=O)NC1=C(N=NN1C)C1=CC=C(C(=N1)C)O[C@@H]1C[C@H](CCC1)C(=O)OC Methyl (1S,3S)-3-((6-(5-((tert-butoxycarbonyl)amino)-1-methyl-1H-1,2,3-triazol-4-yl)-2-methylpyridin-3-yl)oxy)cyclohexane-1-carboxylate